7-amino-2,6-dimethyl-5,6-dihydropyridazino[4,5-c]quinolin-1(2H)-one NC1=CC=CC=2C3=C(CN(C12)C)C=NN(C3=O)C